N[C@H](C(=O)O)CCCCNC(=N)N(CC)CC (2S)-2-amino-6-(N',N'-diethylcarbamimidamido)hexanoic acid